C1(=C[IH]C[IH]1)C=1C=CC=C(C1C(=O)[O-])O 3,5-Diiodolsalicylate